ClC=1C=C(C=C(C1)Cl)N1N=NC(=C1C)C(=O)N 1-(3,5-dichlorophenyl)-5-methyl-1H-1,2,3-triazole-4-carboxamide